FC=1C=C(C#N)C=CC1COC1=NC(=CC=C1)F 3-fluoro-4-(((6-fluoropyridin-2-yl)oxy)methyl)benzonitrile